1-(tert-butoxycarbonyl)-5-({6-[2-hydroxy-4-(trifluoromethyl)phenyl]-5-methyl-1,2,4-triazin-3-yl}amino)piperidine C(C)(C)(C)OC(=O)N1CCCC(C1)NC=1N=NC(=C(N1)C)C1=C(C=C(C=C1)C(F)(F)F)O